ClC1=CC(=C(C=C1)C1(CC(C(O1)=O)=C)C)C=1C=NN(C1)C 5-(4-chloro-2-(1-methyl-1H-pyrazol-4-yl)phenyl)-5-methyl-3-methylenedihydrofuran-2(3H)-one